[NH4+].C(#N)C1=CC(=C(COC2=C(C=C(C(=N2)N2CCC3(CC3C3=NC4=C(N3C[C@H]3OCC3)C=C(C=C4)C(=O)O)CC2)F)F)C=C1)F 2-(6-{6-[(4-cyano-2-fluorobenzyl)oxy]-3,5-difluoropyridin-2-yl}-6-azaspiro[2.5]oct-1-yl)-1-[(2S)-oxetan-2-ylmethyl]-1H-benzimidazole-6-carboxylic acid ammonium